(S)-2-(2-(2-Bromo-4-(trifluoromethoxy)phenoxy)acetyl)-8-(3-chloro-5-(trifluoromethyl)phenyl)-1,3,4,12a-tetrahydrobenzo[e]pyrazino[1,2-a][1,4]diazepine-6,12(2H,11H)-dione BrC1=C(OCC(=O)N2C[C@@H]3N(C(C4=C(NC3=O)C=CC(=C4)C4=CC(=CC(=C4)C(F)(F)F)Cl)=O)CC2)C=CC(=C1)OC(F)(F)F